8-(3-(1-(2-cyclohexylethyl)piperidin-3-yl)-5-oxo-4,5-dihydro-1H-1,2,4-triazol-1-yl)-3,4-dihydroquinolin-2(1H)-one C1(CCCCC1)CCN1CC(CCC1)C1=NN(C(N1)=O)C=1C=CC=C2CCC(NC12)=O